cobalt manganese hydroxid [OH-].[Mn+2].[Co+2].[OH-].[OH-].[OH-]